FC1=CC=CC=2OCCCCOCC3CN(CCN3C3=CC=C(C4=NNC5=CN=C(C12)C=C45)C=C3)C 23-fluoro-9-methyl-13,18-dioxa-6,9,26,29,30-pentaazahexacyclo[23.5.2.22,5.06,11.019,24.028,31]tetratriaconta-1(30),2,4,19(24),20,22,25,27,31,33-decaene